1-(4-(2,4-dichlorophenyl)-5-(isopropylsulfanyl)thiazol-2-yl)-4-(2,6-dimethylpyridin-4-yl)-3-methyl-1H-pyrazole-5-carboxylic acid ClC1=C(C=CC(=C1)Cl)C=1N=C(SC1SC(C)C)N1N=C(C(=C1C(=O)O)C1=CC(=NC(=C1)C)C)C